6-(4-(dimethylamino)-8-(ethylamino)-5,6-difluoro-9H-pyrido[2,3-b]indol-3-yl)-4-oxo-1-(pyrrolidin-3-yl)-1,4-dihydro-1,8-naphthyridine-3-carboxylic acid CN(C1=C(C=NC=2NC3=C(C=C(C(=C3C21)F)F)NCC)C=2C=C1C(C(=CN(C1=NC2)C2CNCC2)C(=O)O)=O)C